ClC1=CC=CC(=N1)C(=O)N1CC(C(C12C(CCC2)(F)F)O)(F)F (6-chloropyridin-2-yl)(3,3,6,6-tetrafluoro-4-hydroxy-1-azaspiro[4.4]nonan-1-yl)methanone